(2-{5-[(6-methyl-1,3-benzothiazol-2-yl)methyl]-5H-pyrrolo[3,2-c]pyridin-2-yl}phenyl)methanol CC1=CC2=C(N=C(S2)CN2C=C3C(C=C2)=NC(=C3)C3=C(C=CC=C3)CO)C=C1